2,2'-Dimethoxy-2-phenylacetophenon COC(C(=O)C1=C(C=CC=C1)OC)C1=CC=CC=C1